3-fluorobenzylamine FC=1C=C(CN)C=CC1